N1=C(C=CC=C1)CCC=1SC=C(N1)\C=N/O (Z)-2-(2-(pyridin-2-yl)ethyl)thiazole-4-carbaldehyde oxime